tert-butyl (R)-3-((5-(3-methyl-5,6,7,8-tetrahydro-1,8-naphthyridin-2-yl)pentyl)oxy)pyrrolidine-1-carboxylate CC=1C(=NC=2NCCCC2C1)CCCCCO[C@H]1CN(CC1)C(=O)OC(C)(C)C